C(C1=CC=CC=C1)C1=C(C(=CC=C1C)C)O 2-Benzyl-3,6-dimethylphenol